Tert-butyl 2-acetamido-4,5-dimethylthiophene-3-carboxylate C(C)(=O)NC=1SC(=C(C1C(=O)OC(C)(C)C)C)C